ClCC(=O)N1CCC(CCC1)C 2-chloro-1-(4-methylazepan-1-yl)ethanone